FC1=CC=C(C=C2C(N(C(S2)=NN=C2C(NC3=CC=C(C=C23)Cl)=O)C2=C(C=CC=C2C)C)=O)C=C1 3-(2-(5-(4-fluorobenzylidene)-3-(2,6-dimethylphenyl)-4-oxothiazolidine-2-ylidene)hydrazono)-5-chloroindol-2-one